(2-methyl-[[1,1'-biphenyl]-3-yl] carbamoyl) tert-butyl-4,7-dihydrothieno[2,3-c]pyridine-6(5H)-carboxylate C(C)(C)(C)C1=CC2=C(CN(CC2)C(=O)OC(NC=2C(=C(C=CC2)C2=CC=CC=C2)C)=O)S1